O1CCN(CC1)C=1C=C(C#N)C=C(N1)OCC(F)(F)F 2-morpholino-6-(2,2,2-trifluoroethoxy)isonicotinonitrile